FC1C(C1)C(=O)NC(C1=CC(=CC=C1)C1=CC=NN1)C1=NC(=C(C=C1)C(C)C)F 2-fluoro-N-{[6-fluoro-5-(propan-2-yl)pyridin-2-yl][3-(1H-pyrazol-5-yl)phenyl]methyl}cyclopropane-1-carboxamide